4-[2-[1,1-dimethyl-2-[3-(4-piperidyloxy)azetidin-1-yl]ethoxy]-5-(1-hydroxy-1-methyl-ethyl)phenyl]-6-methyl-1H-pyrrolo[2,3-c]pyridin-7-one CC(CN1CC(C1)OC1CCNCC1)(OC1=C(C=C(C=C1)C(C)(C)O)C=1C2=C(C(N(C1)C)=O)NC=C2)C